7-Cyclobutoxy-N-(1-(difluoromethyl)-2-oxo-1,2-dihydropyridin-3-yl)-2-(1-methyl-2-oxabicyclo[2.2.1]heptan-4-yl)imidazo[1,2-a]pyridine-6-carboxamide C1(CCC1)OC1=CC=2N(C=C1C(=O)NC=1C(N(C=CC1)C(F)F)=O)C=C(N2)C21COC(CC2)(C1)C